(3,3,3-trifluoropropyl)-2,4-dihydro-3H-1,2,4-triazol-3-one FC(CCN1N=CNC1=O)(F)F